C1(CC1)S(=O)(=O)N1N=CC(=C1)C1=NC=C(C(=N1)C1(NC=C(C(=C1)NC1CCC(CC1)CCN(C)C)C1=NN(C=C1)C(F)F)N)F 2-(2-(1-(Cyclopropylsulfonyl)-1H-pyrazol-4-yl)-5-fluoropyrimidin-4-yl)-5-(1-(difluoromethyl)-1H-pyrazol-3-yl)-N4-((1s,4s)-4-(2-(dimethylamino)ethyl)cyclohexyl)pyridine-2,4-diamine